3-bisazidomethylepoxybutane N(=[N+]=[N-])C(C(C1CO1)C)N=[N+]=[N-]